C1(=CC=CC=C1)[Si](OC(=C)C)(OC(=C)C)OC(=C)C phenyltris(isopropenoxy)silane